(1,3-dioxolan-2-yl)methanamine O1C(OCC1)CN